16-[4-({[4-(aminomethyl)phenyl]methyl}carbamoyl)phenyl]-3-oxa-9λ5,23-diazaheptacyclo[17.7.1.15,9.02,17.04,15.023,27.013,28]octacosa-1(27),2(17),4,9(28),13,15,18-heptaen-9-ylium NCC1=CC=C(C=C1)CNC(=O)C1=CC=C(C=C1)C1=C2C=C3CCC[N+]=4CCCC(=C2OC=2C=5CCCN6CCCC(=CC12)C56)C43